N-[1-[5-bromo-2-(5-cyano-2-pyridyl)-1,2,4-triazol-3-yl]ethyl]-3-(2,2,2-trifluoroethoxy)-5-(trifluoromethyl)benzamide BrC=1N=C(N(N1)C1=NC=C(C=C1)C#N)C(C)NC(C1=CC(=CC(=C1)C(F)(F)F)OCC(F)(F)F)=O